CC1=NC(SC1C)CC 4,5-Dimethyl-2-ethyl-3-thiazolin